2-oxo-propanamide O=C(C(=O)N)C